C(C)OCC1C2C3C4C=CC(C3C(C1)C2)C4 8-ethoxymethyl-tetracyclo[4.4.0.12,5.17,10]-3-dodecene